5-((1-(benzoyl)piperazin-4-yl)pentyl)-3-(4-pyridyl)guanidine C(C1=CC=CC=C1)(=O)N1CCN(CC1)CCCCCC=1C(=CC=NC1)NC(N)=N